P(=O)(OCCNC(CNCC#C)=O)(OCC[N+](C)(C)C)[O-] 2-(2-(prop-2-yn-1-ylamino)acetamido)ethyl (2-(trimethylammonio)ethyl) phosphate